biphenyl methyl-Acrylate (Biphenyl-Methacrylate) C=1(C(=CC=CC1)CC(C(=O)O)=C)C1=CC=CC=C1.COC(C=C)=O.C1(=CC=CC=C1)C1=CC=CC=C1